octylphenoxycyclotetraphosphazene C(CCCCCCC)P1(=NP=NP=NP=N1)OC1=CC=CC=C1